COC1=C(C=CC=C1)S(=O)(=O)NC=1C(=C(C=CC1)S(=O)(=O)N)OC 2-methoxybenzenesulfonamido(2-methoxybenzenesulfonamide)